O=C1NC2(C(N1)=O)CC(CC2)CC2=NC(=CC=C2S(=O)(=O)N)C=2OC1=C(C2)C=C(C=C1)F ((2,4-dioxo-1,3-diazaspiro[4.4]nonane-7-yl)methyl)-6-(5-fluorobenzofuran-2-yl)pyridine-3-sulfonamide